(R)-N-(2-fluoro-3-hydroxy-3-methylbutyl)-2-(5-fluoropyridin-3-yl)-7-(isopropylamino)pyrazolo[1,5-a]pyrimidine-6-carboxamide F[C@H](CNC(=O)C=1C=NC=2N(C1NC(C)C)N=C(C2)C=2C=NC=C(C2)F)C(C)(C)O